(R)-4-(1-(3-(5-(3-((cyclopropylmethyl)amino)piperidin-1-yl)pyridin-2-yl)oxetan-3-yl)-1H-1,2,3-triazol-4-yl)-1-methyl-6-(pyrrolidin-1-yl)pyridin-2(1H)-one C1(CC1)CN[C@H]1CN(CCC1)C=1C=CC(=NC1)C1(COC1)N1N=NC(=C1)C1=CC(N(C(=C1)N1CCCC1)C)=O